octyl-thiosuccinimide C(CCCCCCC)C1C(=S)NC(C1)=O